C12COCC(N1C=1C=CC=3C4(C5=CC=C(C=C5OC3C1)N1C3COCC1C3)OC(C3=CC=C(C=C34)C(=O)O)=O)C2 3',6'-bis(3-oxa-6-azabicyclo[3.1.1]hept-6-yl)-3-oxo-3H-spiro[isobenzofuran-1,9'-xanthene]-6-carboxylic acid